(2R,3R,5R,6R)-heptane-1,2,3,4,5,6,7-heptol C([C@H]([C@H](C([C@@H]([C@@H](CO)O)O)O)O)O)O